3-cyclopropyl-1-(pyridin-4-yl)propan-1-one C1(CC1)CCC(=O)C1=CC=NC=C1